1-(5-(((2S,4R)-2-methylpiperidin-4-yl)methyl)pyrazolo[1,5-a]pyridin-3-yl)pyrimidine-2,4(1H,3H)-dione C[C@@H]1NCC[C@H](C1)CC1=CC=2N(C=C1)N=CC2N2C(NC(C=C2)=O)=O